ClC=1C=C(C(=O)NC2=CC=C(C=C2)C2(CC(C2)(F)F)C(NC2C(C2)OCC)=O)C=CC1 3-chloro-N-(4-{1-[(2-ethoxycyclopropyl)carbamoyl]-3,3-difluorocyclobutyl}phenyl)benzamide